4-((5-(cyclopropylmethyl)-3-hydroxy-1H-pyrazol-4-yl)methyl)-2-fluoro-N,N-bis(4-methoxybenzyl)benzenesulfonamide C1(CC1)CC1=C(C(=NN1)O)CC1=CC(=C(C=C1)S(=O)(=O)N(CC1=CC=C(C=C1)OC)CC1=CC=C(C=C1)OC)F